(±)-5-{4-[2-(5-ethyl-2-pyridyl)ethoxy]benzyl}-2,4-thiazolidinedione Hydrochloride Cl.C(C)C=1C=CC(=NC1)CCOC1=CC=C(C[C@@H]2C(NC(S2)=O)=O)C=C1 |r|